BrC1=CC(=NC=C1)N1CCN(CC1)CC1(CCN(CC1)C(=O)OC(C)(C)C)F tert-butyl 4-[[4-(4-bromo-2-pyridinyl) piperazin-1-yl] methyl]-4-fluoro-piperidine-1-carboxylate